N-(3-(1-((4-Methyl-4H-1,2,4-triazol-3-yl)thio)ethyl)phenyl)-5,6,7,8-tetrahydroquinoline-2-carboxamide CN1C(=NN=C1)SC(C)C=1C=C(C=CC1)NC(=O)C1=NC=2CCCCC2C=C1